COC1=C(C=CC=2SC=CC21)B2OC(C(O2)(C)C)(C)C 2-(4-methoxybenzo[b]thiophene-5-yl)-4,4,5,5-tetramethyl-1,3,2-dioxaborolane